1-(6-(hydroxymethyl)spiro[3.3]hept-2-yl)-3-(4-chlorobenzyl)urea OCC1CC2(CC(C2)NC(=O)NCC2=CC=C(C=C2)Cl)C1